4-methyl-2-(2-methylpropyl)oxan-4-ol CC1(CC(OCC1)CC(C)C)O